4-(3-aminocyclohexyl)-3,5,6-trifluoro-2-methyl-1H-indole-7-carboxamide NC1CC(CCC1)C1=C2C(=C(NC2=C(C(=C1F)F)C(=O)N)C)F